(R)-6-(((1-methylcyclobutyl)amino)methyl)-2-(3-(2,2,2-trifluoro-1-hydroxy-1-(4-methyl-4H-1,2,4-triazol-3-yl)ethyl)phenyl)-4-(trifluoromethyl)isoindolin-1-one CC1(CCC1)NCC1=CC(=C2CN(C(C2=C1)=O)C1=CC(=CC=C1)[C@](C(F)(F)F)(C1=NN=CN1C)O)C(F)(F)F